methyl (1S,3S)-1-methyl-5-oxo-7-(((trifluoromethyl)sulfonyl)oxy)-1,2,3,5,8,8a-hexahydroindolizine-3-carboxylate C[C@H]1C[C@H](N2C(C=C(CC12)OS(=O)(=O)C(F)(F)F)=O)C(=O)OC